N-(5-((5-(hydroxymethyl)pyridin-2-yl)methoxy)-1,3,4-thiadiazol-2-yl)-4-(2-methoxyphenyl)-6-methylnicotinamide OCC=1C=CC(=NC1)COC1=NN=C(S1)NC(C1=CN=C(C=C1C1=C(C=CC=C1)OC)C)=O